C[C@H]1[C@@H](O1)C(=O)N[C@@H]1C[C@@H](CC1)OC=1C=2N(C=C(N1)C=1C=NN(C1)C)N=CC2 (trans)-3-methyl-N-((1S,3R)-3-((6-(1-methyl-1H-pyrazol-4-yl)pyrazolo[1,5-a]pyrazin-4-yl)oxy)cyclopentyl)oxirane-2-carboxamide